[Mo].[Re].[W].[Ta] tantalum tungsten rhenium molybdenum